2-(2-oxoindol-3-yl)acetic acid O=C1N=C2C=CC=CC2=C1CC(=O)O